FC(C1=CC(=C(OC2=CC(=C(N)C=C2)F)C=C1)Cl)(F)F 4-(4-trifluoromethyl-2-chlorophenoxy)-2-fluoroaniline